3-((5-(dimethylamino)pyrazin-2-yl)amino)-1H-pyrazol CN(C=1N=CC(=NC1)NC1=NNC=C1)C